1-(6-(4-(2-chloro-5-hydroxyphenyl)-5-methyl-3-(1-methyl-1H-indazol-5-yl)-1H-pyrazol-1-yl)-2-azaspiro[3.3]Hept-2-yl)prop-2-en-1-one ClC1=C(C=C(C=C1)O)C=1C(=NN(C1C)C1CC2(CN(C2)C(C=C)=O)C1)C=1C=C2C=NN(C2=CC1)C